FC(C=1C=C(C=CC1)C1=NN2C(=NC=3C=CC=CC3C2=N1)NC=1C(N=CC=CC1)=O)(F)F (3R)-3-({2-[3-(trifluoromethyl)phenyl][1,2,4]triazolo[1,5-c]quinazolin-5-yl}amino)azepin-2-one